N-(6-(2-fluoro-4-((4-(trifluoromethoxy)bicyclo[1.1.1]pentan-2-yl)methyl)phenyl)quinolin-4-yl)benzo[d]thiazol-5-amine FC1=C(C=CC(=C1)CC1C2C(C1C2)OC(F)(F)F)C=2C=C1C(=CC=NC1=CC2)NC=2C=CC1=C(N=CS1)C2